CS(=O)(C)=NC=1C=CC(=NC1)N1N=CN=C1[C@H](C)NC(=O)C1=CC2=C(OC(O2)(F)F)C=C1 (S)-N-(1-(1-(5-((dimethyl(oxo)-λ6-sulfaneylidene)amino)pyridin-2-yl)-1H-1,2,4-triazol-5-yl)ethyl)-2,2-difluorobenzo[d][1,3]dioxole-5-carboxamide